O=C(C(=O)NCC(=O)N[C@@H](CCC(=O)OCC1=CC=CC=C1)C(=O)OC)[C@H]1N(CCC1)C(CNC(=O)C1=CC=NC2=CC=CC=C12)=O 5-Benzyl 1-methyl (2-oxo-2-((S)-1-((quinoline-4-carbonyl)glycyl)pyrrolidin-2-yl)acetyl)-glycyl-L-glutamate